6-(2,5-dihydroxy-4-methoxybenzylamino)purine OC1=C(CNC2=C3NC=NC3=NC=N2)C=C(C(=C1)OC)O